hydroxy-2-methylphenyl-acetone OC(C(C)=O)C1=C(C=CC=C1)C